ClC1=NC=CC(=C1)B(O)O 2-chloropyridine-4-boronic acid